N-(6-bromohexyl)-isatoic acid BrCCCCCCN(C=1C(C(=O)O)=CC=CC1)C(=O)O